2-phenyl-8-(4-(4,4,5,5-tetramethyl-1,3,2-dioxaborolan-2-yl)phenyl)-[1,2,4]triazolo[1,5-a]pyridine C1(=CC=CC=C1)C1=NN2C(C(=CC=C2)C2=CC=C(C=C2)B2OC(C(O2)(C)C)(C)C)=N1